BrC=1C(=CC(=NC1)C1=CC=C2N1N=CC(=C2)C#N)NC2CCOCC2 7-(5-bromo-4-((tetrahydro-2H-pyran-4-yl)amino)pyridin-2-yl)pyrrolo[1,2-b]Pyridazine-3-carbonitrile